2,2'-bis-diphenylphosphinomethyl-1,1'-biphenyl C1(=CC=CC=C1)P(C1=CC=CC=C1)CC1=C(C=CC=C1)C1=C(C=CC=C1)CP(C1=CC=CC=C1)C1=CC=CC=C1